3-(4-methoxy-1-piperidinyl)-1-methyl-pyrazole-4-carboxylic acid COC1CCN(CC1)C1=NN(C=C1C(=O)O)C